N1=CC(=CC=C1)C(C)N[C@H](C(=O)OC)CCCCCCCC1=NC=2NCCCC2C=C1 methyl (2S)-2-((1-(pyridin-3-yl)ethyl)amino)-9-(5,6,7,8-tetrahydro-1,8-naphthyridin-2-yl)nonanoate